C(CCCCCCCCC)OC(CCCCCCCC\C=C/CCO)OCCCCCCCCCC (3Z)-13,13-didecyloxy-3-tridecen-1-ol